SC(CC(=O)O)CCS 3,5-dimercapto-pentanoic acid